C1(CC1)C1=NN(C=2N=C(NC(C21)=O)C)[C@@H](CC)C=2C=NC(=CC2)C(F)(F)F 3-Cyclopropyl-6-Methyl-1-[(1S)-1-[6-(Trifluoromethyl)Pyridin-3-Yl]Propyl]-1H,4H,5H-Pyrazolo[3,4-d]Pyrimidin-4-One